(S)-N-((R)-1-(2-chloropyridin-4-yl)ethyl)-2-methylpropan-2-sulfinamide ClC1=NC=CC(=C1)[C@@H](C)N[S@@](=O)C(C)(C)C